2,6-Dichloro-N-(2,4-dimethoxybenzyl)-4-fluoro-N-(pyrimidin-4-yl)benzene-sulfonamide ClC1=C(C(=CC(=C1)F)Cl)S(=O)(=O)N(C1=NC=NC=C1)CC1=C(C=C(C=C1)OC)OC